tert-Butyl-(2S)-2-[4-fluoro-2-(4-butoxy-4,5-dihydroisoxazol-3-yl)phenoxy]propanoat C(C)(C)(C)OC([C@H](C)OC1=C(C=C(C=C1)F)C1=NOCC1OCCCC)=O